1-(5-(aminomethyl)thiophen-2-yl)-2-((2-methyl-6-(4-methylpiperazin-1-yl)quinazolin-4-yl)thio)ethan-1-one hydrochloride Cl.NCC1=CC=C(S1)C(CSC1=NC(=NC2=CC=C(C=C12)N1CCN(CC1)C)C)=O